O=C1OC2=C(N1)C=CC(=C2)N2CCC(CC2)CCN2CCC(CC2)C(=O)OC(C)(C)C tert-butyl 1-[2-[1-(2-oxo-3H-1,3-benzoxazol-6-yl)-4-piperidyl]ethyl]piperidine-4-carboxylate